CN(C1=CC=C(C=C1)C1=CC=C(C=C1)CN(C(=O)C1CCCCC1)C1=CC(=CC=C1)C=C)C N-((4'-(Dimethylamino)-[1,1'-biphenyl]-4-yl)methyl)-N-(3-vinylphenyl)cyclohexanecarboxamide